C1(CC1)C1=CC(=CC(=N1)C1=CN=C2N(C1=O)C=C(C=C2C(F)(F)F)CNCCOC(F)F)[C@@H](C2=NN=CN2C)C2CC2 (S)-3-(6-cyclopropyl-4-(cyclopropyl(4-methyl-4H-1,2,4-triazol-3-yl)methyl)pyridin-2-yl)-7-(((2-(difluoromethoxy)ethyl)amino)methyl)-9-(trifluoromethyl)-4H-pyrido[1,2-a]pyrimidin-4-one